ClC=1C(=NC(=NC1)N[C@@H]1CC[C@H](CC1)OC)C1=CC=C2CN(C(C2=C1)=O)[C@@H](C(=O)N[C@H](C)C1=CC(=CC=C1)OC)CO (2R)-2-[6-(5-chloro-2-{[trans-4-methoxycyclohexyl]amino}pyrimidin-4-yl)-1-oxo-2,3-dihydro-1H-isoindol-2-yl]-3-hydroxy-N-[(1R)-1-(3-methoxyphenyl)ethyl]propionamide